(S)-dimethyl 5-(1-ethyl-1H-naphtho[1,8-de][1,3,2]diazaborinin-2(3H)-yl)-4,6,7-trimethyl-1,3-dihydro-2H-indene-2,2-dicarboxylate C(C)N1B(NC2=C3C1=CC=CC3=CC=C2)C=2C(=C3CC(CC3=C(C2C)C)(C(=O)OC)C(=O)OC)C